CC1=NOC(=C1C=1C=CC(N(C1)CC1CCC(CC1)NC(OC(C)(C)C)=O)=O)C tert-butyl ((1r,4r)-4-((5-(3,5-dimethylisoxazol-4-yl)-2-oxopyridin-1(2H)-yl)methyl)cyclohexyl)carbamate